FC=1C=C(C=CC1OC)[C@H](CC(=O)OCC)CC1=NN(C(=C1)OCCC1=NC=2NCCCC2C=C1)C ethyl (3S)-3-(3-fluoro-4-methoxy-phenyl)4-[1-methyl-5-[2-(5,6,7,8-tetrahydro-1,8-naphthyridin-2-yl)ethoxyl]pyrazol-3-yl]butanoate